N-(5-(4-((3-chloro-4-methoxyphenyl)amino)quinazolin-6-yl)pyridin-3-yl)methanesulfonamide ClC=1C=C(C=CC1OC)NC1=NC=NC2=CC=C(C=C12)C=1C=C(C=NC1)NS(=O)(=O)C